ClC=1C=NC=C(C1[C@@H](C)OC=1C=C2C=NN(C2=CC1)C1OCCCC1)Cl 5-[(1R)-1-(3,5-dichloro-4-pyridyl)ethoxy]-1-tetrahydropyran-2-yl-indazole